tris(3-(((tert-butyldimethylsilyl)oxy)methyl)phenyl)bismuthane [Si](C)(C)(C(C)(C)C)OCC=1C=C(C=CC1)[Bi](C1=CC(=CC=C1)CO[Si](C)(C)C(C)(C)C)C1=CC(=CC=C1)CO[Si](C)(C)C(C)(C)C